butyl 3-((4-(3,4-diaminophenoxy)phenyl)(methyl)amino)azetidine-1-carboxylate NC=1C=C(OC2=CC=C(C=C2)N(C2CN(C2)C(=O)OCCCC)C)C=CC1N